C1(CC1)C(C(=O)N1CC(C(CC1)NC1=CC(=NC=N1)C(=O)NC[C@@H](CN1CC2=CC=CC=C2CC1)O)F)=O 6-((1-(2-cyclopropyl-2-oxoacetyl)-3-fluoropiperidin-4-yl)amino)-N-((S)-3-(3,4-dihydroisoquinolin-2(1H)-yl)-2-hydroxypropyl)pyrimidine-4-carboxamide